thieno[3,2-d]pyrimidin-7-amine N1=CN=CC2=C1C(=CS2)N